ClC=1C=C(C=C(C1OC1=NNC(C(=C1)C(C)C)=O)Cl)N1N=C(C(NC1=O)=O)C(=O)O 2-(3,5-Dichloro-4-((5-isopropyl-6-oxo-1,6-dihydropyridazin-3-yl)oxy)phenyl)-3,5-dioxo-2,3,4,5-tetrahydro-1,2,4-triazine-6-carboxylic acid